2-(trifluoromethyl)acryloyl chloride FC(C(C(=O)Cl)=C)(F)F